NC=1C(=C(C=C2C=C(N=CC12)NC(=O)[C@H]1[C@@H]([C@@H]1C)C=1C=NN(C1)CCN1CC(C1)O)C=1C=NC=CC1C)F (1R,2R,3S)-N-(8-amino-7-fluoro-6-(4-methylpyridin-3-yl)isoquinolin-3-yl)-2-(1-(2-(3-hydroxyazetidin-1-yl)ethyl)-1H-pyrazol-4-yl)-3-methylcyclopropanecarboxamide